BrC1=NC(=CC(=C1)C(C)OC)SC 2-bromo-4-(1-methoxyethyl)-6-(methylthio)pyridine